CC=1C=CC=C2C=C(N(C12)C1=C(C=CC=C1)[Si](C)(C)C)[Si](C)(C)C 7-methyl-2-(trimethylsilyl)-1-(2-(trimethylsilyl)phenyl)-1H-indole